(4aS,8aS)-4-(1,4,5,6-tetrahydrocyclopenta[c]pyrazole-3-carbonyl)octahydroquinoxalin-2(1H)-one N1N=C(C2=C1CCC2)C(=O)N2CC(N[C@H]1CCCC[C@H]21)=O